(±)-(±)-(4aR,13bS)-10,11-dichloro-4-(oxetan-3-ylmethyl)-1,2,3,4,4a,5,6,13b-octahydro-8H-[1,6]naphthyridino[5,6-b]quinazolin-8-one ClC=1C=C2C(N3C(=NC2=CC1Cl)[C@H]1CCCN([C@@H]1CC3)CC3COC3)=O |r|